tert-butyl N-{7-[(2,6-dioxopiperidin-3-yl)carbamoyl]-2-(trifluoromethyl)-1H-1,3-benzodiazol-6-yl}carbamate O=C1NC(CCC1NC(=O)C1=C(C=CC2=C1NC(=N2)C(F)(F)F)NC(OC(C)(C)C)=O)=O